(S)-6-((benzo[d]thiazol-7-yl(1-(1-(difluoromethyl)cyclopropyl)-1H-1,2,3-triazol-4-yl)methyl)amino)-8-chloro-4-(neopentylamino)quinoline-3-carbonitrile S1C=NC2=C1C(=CC=C2)[C@@H](C=2N=NN(C2)C2(CC2)C(F)F)NC=2C=C1C(=C(C=NC1=C(C2)Cl)C#N)NCC(C)(C)C